β-benzyl-L-aspartat C(C1=CC=CC=C1)C([C@H](N)C(=O)[O-])C(=O)[O-]